O=C1N(C(C2=CC(=CC=C12)C=1N=NNC1)=O)C=1C=C(C=CC1C(=O)O)C1=CC=C(C=C1)F 3-[1,3-Dioxo-5-(1H-[1,2,3]triazol-4-yl)-1,3-dihydroisoindol-2-yl]-4'-fluorobiphenyl-4-carboxylic acid